ClC=1N=C(C2=C(N1)NC=C2)O[C@@H]2CN(CC[C@@H]2F)C(=O)OC(C)(C)C tert-butyl (3R,4S)-3-((2-chloro-7H-pyrrolo[2,3-d]pyrimidin-4-yl)oxy)-4-fluoropiperidine-1-carboxylate